5'-Ethyl-2'-[5-methyl-2-[[5-(1-methylpiperidin-3-yl)pyridin-2-yl]amino]pyrimidin-4-yl]spiro[cyclopropane-1,6'-thieno[2,3-c]pyrrole]-4'-one C(C)N1C2(C3=C(C1=O)C=C(S3)C3=NC(=NC=C3C)NC3=NC=C(C=C3)C3CN(CCC3)C)CC2